O1C(=CC=C1)C(=O)NC=1[Se]C(=CN1)C(=O)NC1=CC(=CC=C1)C 2-(furan-2-carboxamido)-N-m-methylphenyl-1,3-selenazol-5-carboxamide